ClC1=CC(=C(CN)C=C1Cl)OCC 4,5-dichloro-2-ethoxybenzyl-amine